OC=1C=C(C=CC1)P(=O)(C(=O)C1=C(C=C(C=C1C)C)C)C(=O)C1=C(C=C(C=C1C)C)C ((3-Hydroxyphenyl)phosphoryl)-bis(mesitylmethanone)